C12(CC3CC(CC(C1)C3)C2)C(C(=O)O)=C.C23(CC1CC(CC(C2)C1)C3)OC(C=C)=O.C3(CC3)N(CC(=O)NC=3C=C1CC(CC1=C(C3)F)C=O)C 2-[Cyclopropyl-(methyl)amino]-N-(7-fluoro-2-formyl-indan-5-yl)acetamide 1-adamantyl-acrylate (1-adamantyl-acrylate)